N-[4-[2-[2-[(1r,4r)-(4-aminocyclohexyl)amino]pyrimidin-4-yl]phenoxy]-3-fluorophenyl]benzenesulfonamide NC1CCC(CC1)NC1=NC=CC(=N1)C1=C(OC2=C(C=C(C=C2)NS(=O)(=O)C2=CC=CC=C2)F)C=CC=C1